O1NC=CCCC1 2,5,6,7-tetrahydro-1,2-oxaazepin